FC1([C@H](CN(CC1)[C@H](C(=O)NC1=NC=C(C=C1)C1=CC=CC=C1)C)C1=CNC(C=C1)=O)F (S)-2-((S)-4,4-difluoro-3-(6-oxo-1,6-dihydropyridin-3-yl)piperidin-1-yl)-N-(5-phenylpyridin-2-yl)propanamide